4-chloro-1-(10,11-dihydro-5H-dibenzo[b,f]azepin-5-yl)butan-1-one tert-butyl-(R)-2-ethyl-7-fluoro-2,3-dihydronaphtho[2,1-f][1,4]oxazepine-4(5H)-carboxylate C(C)(C)(C)OC(=O)N1C[C@H](OC2=C(C1)C=C(C1=CC=CC=C12)F)CC.ClCCCC(=O)N1C2=C(CCC3=C1C=CC=C3)C=CC=C2